N-(2,3,5,6-tetrafluoro-4-(methylthio)phenyl)azetidin-3-amine FC1=C(C(=C(C(=C1F)SC)F)F)NC1CNC1